C(C)OC([C@@H](NC(CCCCCCCCCCC)=O)CCCNC(N)=N)=O Nα-lauroyl-L-arginine-ethyl ester